(2S,6S)-1-benzyl-N-[2-bromo-4-(trifluoromethyl)-phenyl]-2-methyl-6-(1-methyltriazol-4-yl)piperidine-4-carboxamide C(C1=CC=CC=C1)N1[C@H](CC(C[C@H]1C=1N=NN(C1)C)C(=O)NC1=C(C=C(C=C1)C(F)(F)F)Br)C